[2-(acrylamido)ethyl]trimethylammonium chloride [Cl-].C(C=C)(=O)NCC[N+](C)(C)C